barium carbide C.C.[Ba]